CC1OCCS1 2-methyl-1,3-oxathiolan